C(=O)(O)CCN[C@@H](CC(O)=O)C(=O)NCCOC12CC3(CC(CC(C1)(C3)C)(C2)C)CN2N=CC(=C2C)N2C(C=CC=C2)C(=O)O 1-{[3-(2-{[N-(2-carboxyethyl)-L-alpha-aspartyl]amino}ethoxy)-5,7-dimethyltricyclo[3.3.1.13,7]dec-1-yl]methyl-5-methyl-1H-pyrazol-4-yl}pyridine-2-carboxylic acid